C(C)(C)(C)C=1SC(C(N1)=O)C1=NC(=NC=C1)NC1CCN(CC1)S(=O)(=O)C 2-(tert-butyl)-5-(2-((1-(methylsulfonyl)piperidin-4-yl)amino)pyrimidin-4-yl)thiazol-4(5H)-one